CC(C)OCCOCCOCCO Triethylenglycol methylethyl ether